C(C)(C)C(CO)(CO)C(C)C diisopropyl-1,3-propanediol